C1(=CC=CC=C1)P(OC1=NN=NC1(Br)Br)([O-])=O dibromotriazolyl phenylphosphonate